2-(2,2-difluoro-2-phenoxyacetyl)-8-(3-(trifluoromethyl)phenyl)-1,3,4,12a-tetrahydrobenzo[e]pyrazino[1,2-a][1,4]diazepine-6,12(2H,11H)-dione FC(C(=O)N1CC2N(C(C3=C(NC2=O)C=CC(=C3)C3=CC(=CC=C3)C(F)(F)F)=O)CC1)(OC1=CC=CC=C1)F